C1(CC1)C1=C(C(=NO1)C1=C(C=CC=C1C(C)C)F)CO[C@H]1[C@@H]2C(N([C@H](C1)C2)C2=CC=C(C(=O)O)C=C2)=O 4-[(1S,4R,5R)-5-([5-cyclopropyl-3-[2-fluoro-6-(propan-2-yl)phenyl]-1,2-oxazol-4-yl]methoxy)-3-oxo-2-azabicyclo[2.2.1]heptan-2-yl]benzoic acid